C(C=C)[Si](O[Si](CC=C)(C)C)(C)C 1,3-diallyltetramethyl-disiloxane